5-(4-aminophenyl)-2-((2,6-difluorobenzyl)(ethoxycarbonyl)amino)-4-((dimethylamino)methyl)thiophene-3-carboxylic acid NC1=CC=C(C=C1)C1=C(C(=C(S1)N(C(=O)OCC)CC1=C(C=CC=C1F)F)C(=O)O)CN(C)C